CC1(NC(CCC1)=O)C(=O)OC Methyl (5RS)-2-methyl-6-oxopiperidine-2-carboxylate